C(C=C)(=O)N1C[C@@H](N(CC1)C1=CC(=NC(=C1)F)OCC1(CC1)CN1CCCC1)C 4-((S)-4-propenoyl-2-methylpiperazin-1-yl)-6-fluoro-2-((1-(pyrrolidin-1-ylmethyl)cyclopropyl)methoxy)pyridin